3-(2-{7,8-dimethyl-[1,2,4]triazolo[1,5-a]pyridin-6-yl}-3-(propan-2-yl)-1H-pyrrolo[3,2-b]pyridin-5-yl)-3,8-diazabicyclo[3.2.1]octane CC1=C(C=2N(C=C1C1=C(C3=NC(=CC=C3N1)N1CC3CCC(C1)N3)C(C)C)N=CN2)C